(3S)-tert-Butyl 4-((6-(2-((tert-butyldiphenylsilyl)oxy)-6-fluorophenyl)-2,5-dichloropyridin-3-yl)((phenylcarbamoyl)imino)methyl)-3-methylpiperazine-1-carboxylate [Si](C1=CC=CC=C1)(C1=CC=CC=C1)(C(C)(C)C)OC1=C(C(=CC=C1)F)C1=C(C=C(C(=N1)Cl)C(N1[C@H](CN(CC1)C(=O)OC(C)(C)C)C)=NC(NC1=CC=CC=C1)=O)Cl